ClC=1C=C(C=C(C1)Cl)[C@]1(CC(=NO1)C1=CC(=C(C(=O)O)C=C1)C)C(F)(F)F |r| racemic-(5RS)-4-[5-(3,5-dichlorophenyl)-5-(trifluoromethyl)-4H-isoxazol-3-yl]-2-methyl-benzoic acid